F[C@@H]1C[C@H](CN(C1)C)NC=1N=NC(=C(N1)C)C1=CC=C2C(C=CS2)=C1O 5-(3-(((3R,5R)-5-fluoro-1-methylpiperidin-3-yl)amino)-5-methyl-1,2,4-triazine-6-yl)benzothiophene-4-ol